1-isopropyl-2-oxo-1,2-dihydro-pyrrolo[1,2-b]pyridazine-3-carboxamide C(C)(C)N1N2C(C=C(C1=O)C(=O)N)=CC=C2